BrC1=NNC(=N1)NCC1=CC=C(C=C1)C1=NC(=CC=C1)OC 3-bromo-N-(4-(6-methoxypyridin-2-yl)benzyl)-1H-1,2,4-triazol-5-amine